COC(C1=CC=C(C=C1)CO)=O.OCC1=CC=C(C(=O)OC)C=C1 Methyl 4-hydroxymethylbenzoate Methyl-4-(hydroxymethyl)benzoate